BrC1=CSC2=C1N=C(N=C2N(C(OC(C)(C)C)=O)CC=2SC=CC2)Cl tert-butyl (7-bromo-2-chlorothieno[3,2-d]pyrimidin-4-yl)(thiophen-2-ylmethyl)carbamate